C(C1=CC=CC=C1)OC=1C=C(C2=CC=CC=C2C1)N1CC=2N=C(N=C(C2CC1)N1CC2CCC(C1)N2C(=O)OCC2=CC=CC=C2)SC Benzyl 3-(7-(3-(benzyloxy) naphthalen-1-yl)-2-(methylsulfanyl)-5,6,7,8-tetrahydropyrido[3,4-d]pyrimidin-4-yl)-3,8-diazabicyclo[3.2.1]octane-8-carboxylate